ClC=1C=C(C=NC1F)C(=O)N1CCN(CC1)C=1OC=2C(=NC(=CC2)C)N1 (5-chloro-6-fluoropyridin-3-yl)(4-(5-methyloxazolo[4,5-b]pyridin-2-yl)piperazin-1-yl)methanone